Tributyl-(3-isopropyl-2-methyl-imidazol-4-yl)stannane C(CCC)[Sn](C=1N(C(=NC1)C)C(C)C)(CCCC)CCCC